3-{4-[(2-cyclopropylethyl)[(1s,4s)-4-({[1-(trifluoromethyl)cyclopropyl]methyl}amino)cyclohexyl]amino]-6-fluoro-1-oxo-3H-isoindol-2-yl}piperidine-2,6-dione C1(CC1)CCN(C1=C2CN(C(C2=CC(=C1)F)=O)C1C(NC(CC1)=O)=O)C1CCC(CC1)NCC1(CC1)C(F)(F)F